C(CCCCCCCCCCCCCCCCC)C([NH+](C)CCCCCCCCCCCCCCCCCC)CCCCCCCCCCCCCCCCCC distearyl-(stearyl)dimethyl-ammonium